ClC=1C=C2C(=NC1OC)C(=C(N2C)C=2NC(=NN2)[C@@H](C)O)N2C=NC=C2 (R)-1-(5-(6-chloro-3-(1H-imidazol-1-yl)-5-methoxy-1-methyl-1H-pyrrolo[3,2-b]-pyridin-2-yl)-4H-1,2,4-triazol-3-yl)ethan-1-ol